COC(CCCC1=CC=C(OCCOCCN2CCN(CC2)C(=O)OC(C)(C)C)C=C1)=O tert-butyl 4-(2-{2-[4-(4-methoxy-4-oxobutyl)phenoxy]ethoxy}ethyl)piperazine-1-carboxylate